propenyl sulfoxide C(=CC)S(=O)C=CC